N1C=CC2=C(C=CC=C12)C=1N=C(C2=C(N1)C=CC(=N2)C=2C=NC=CC2)N2[C@@H](COCC2)C (R)-4-(2-(1H-indol-4-yl)-6-(pyridin-3-yl)pyrido[3,2-d]pyrimidin-4-yl)-3-methylmorpholine